(S)-tert-butyl 4-((3-((1-(3-((3-oxo-2,9,12,15-tetraoxahenicosan-21-yl)oxy)phenyl)ethyl)carbamoyl)phenyl)amino)-4-(5-(pyridin-4-yl)-4H-1,2,4-triazol-3-yl)piperidine-1-carboxylate O=C(OC)CCCCCOCCOCCOCCCCCCOC=1C=C(C=CC1)[C@H](C)NC(=O)C=1C=C(C=CC1)NC1(CCN(CC1)C(=O)OC(C)(C)C)C1=NN=C(N1)C1=CC=NC=C1